(2r,6s)-2,6-dimethylpiperazine-1-carboxylate C[C@H]1N([C@H](CNC1)C)C(=O)[O-]